C1(CC1)N1N=CC(=C1)[C@H]1C=C(CCO1)C1=CC2=C(C=NN(C2=O)C)C(=N1)C1=C(C=C(C=C1)C(F)(F)F)F 7-[(6R)-6-(1-cyclopropylpyrazol-4-yl)-3,6-dihydro-2H-pyran-4-yl]-5-[2-fluoro-4-(trifluoromethyl)phenyl]-2-methyl-pyrido[3,4-d]pyridazin-1-one